amyl-triphenyl-phosphorus bromide C(CCCC)P(C1=CC=CC=C1)(C1=CC=CC=C1)(C1=CC=CC=C1)Br